C(#N)C(C[N])C1=C(C=CC=C1)Br.[N] nitrogen (2-cyano-(2-bromophenyl)ethyl)-nitrogen